(4-bromophenyl)-3-(cyclopropylmethoxy)-5,5-dimethylfuran-2(5H)-one BrC1=CC=C(C=C1)C1=C(C(OC1(C)C)=O)OCC1CC1